(S)-N-(3-(5-bromobenzo[d]thiazol-2-yl)-6-cyclobutyl-4,5,6,7-tetrahydrothieno[2,3-c]pyridin-2-yl)-3-(sec-butylamino)propanamide BrC=1C=CC2=C(N=C(S2)C2=C(SC=3CN(CCC32)C3CCC3)NC(CCN[C@@H](C)CC)=O)C1